ClC=1C(=C(SC1C1=CC(=C(C=C1)F)NC1CCN(CC1)S(=O)(=O)CC1=CC(=CC=C1)[N+](=O)[O-])C(=O)OC(C)(C)C)OCC(=O)OCC tert-butyl 4-chloro-3-(2-ethoxy-2-oxoethoxy)-5-(4-fluoro-3-((1-((3-nitrobenzyl)sulfonyl)piperidin-4-yl)amino)phenyl)thiophene-2-carboxylate